[3-(dimethylamino) propyl]-6-(5-{[(10Z,12Z)-1-oxooctadeca-9,12-dienyl] oxy} pentyl)-13-methyl-8-oxo-9,13-diaza-7-oxatetradec-1-yl (10Z,12Z)-octadeca-9,12-dienoate C(CCCCCCC\C=C/C\C=C/CCCCC)(=O)OCCCCCC(OC(NCCCN(CCCCN(C)C)C)=O)CCCCCOC(CCCCCCC\C=C/C\C=C/CCCCC)=O